(Z)-3-(3-(3,5-bis(trifluoromethyl)phenyl)-1H-1,2,4-triazol-1-yl)-1-(3-hydroxy-3-(trifluoromethyl)azetidin-1-yl)prop-2-en-1-one FC(C=1C=C(C=C(C1)C(F)(F)F)C1=NN(C=N1)\C=C/C(=O)N1CC(C1)(C(F)(F)F)O)(F)F